C(C=C)N(S(=O)(=O)C1=C(C=CC=C1)[N+](=O)[O-])C[C@@H]1N(C[C@@H]1C1=CC=C(C=C1)Br)CC=C N-allyl-N-[[(2R,3S)-1-allyl-3-(4-bromophenyl)azetidin-2-yl]methyl]-2-nitrobenzenesulfonamide